BrC1=CC=C(C=C1)NN=C(C(=O)OCC)C(C)=NNC(C1=CC=C(C=C1)OC)=O ethyl 2-(2-(4-bromophenyl)hydrazono)-3-(2-(4-methoxybenzoyl)hydrazono)butanoate